FC1=C(N)C(=C(C(=C1F)F)F)F 2,3,4,5,6-Pentafluoroaniline